COC1=CC=C(CN2N=C(C=C(C2=O)C2C(CCC2)C)CC2=C(C=C(C=C2C)N2N=C(C(NC2=O)=O)NC(OC(C)(C)C)=O)C)C=C1 tert-butyl (2-(4-((1-(4-methoxybenzyl)-5-(2-methylcyclopentyl)-6-oxo-1,6-dihydropyridazin-3-yl)methyl)-3,5-dimethylphenyl)-3,5-dioxo-2,3,4,5-tetrahydro-1,2,4-triazin-6-yl)carbamate